CCCCCCCCCCCCCCCCCCCC(=O)OC[C@H](COP(=O)([O-])OCC[N+](C)(C)C)OC(=O)CCCCCCC/C=C\CCCCCCC 1-eicosanoyl-2-(9Z-heptadecenoyl)-glycero-3-phosphocholine